NN1C(=NC(=C1C(N)=O)C1=CC=C(C=C1)C(NC1=NC=CC(=C1)I)=O)[C@H]1N(CCCC1)C(=O)OC(C)(C)C tert-butyl (S)-2-(1-amino-5-carbamoyl-4-(4-((4-iodopyridin-2-yl)carbamoyl)phenyl)-1H-imidazol-2-yl)piperidine-1-carboxylate